NC1=NC=CC=C1C1=NC=2C(=NC(=CC2)C2=CN=NN2C)N1C1=CC=C(CN2CCC(CC2)NC2=NC(=NC=C2)C#N)C=C1 4-((1-(4-(2-(2-aminopyridin-3-yl)-5-(1-methyl-1H-1,2,3-triazol-5-yl)-3H-imidazo[4,5-b]pyridin-3-yl)benzyl)piperidin-4-yl)amino)pyrimidine-2-carbonitrile